N1N=C1 Diazirine